6-cyano-2-(2,6-dioxopiperidin-3-yl)-1-oxoisoindoline-4-carboxylic acid C(#N)C=1C=C(C=2CN(C(C2C1)=O)C1C(NC(CC1)=O)=O)C(=O)O